2-Chloro-N-[1-(3-chloro-4-methylphenyl)-1H-indazol-4-yl]-5-[({[1-(trifluoromethyl)cyclopropyl]carbonyl}amino)methyl]benzamide ClC1=C(C(=O)NC2=C3C=NN(C3=CC=C2)C2=CC(=C(C=C2)C)Cl)C=C(C=C1)CNC(=O)C1(CC1)C(F)(F)F